[N+](=O)([O-])C1=NN(C=C1)C1=C(C=C(C=C1C)C)C 3-Nitro-1-(2,4,6-trimethylphenyl)-1H-pyrazole